1-(1,5-dimethyl-1H-pyrazol-3-yl)-3-(6-(4-isopropyl-4H-1,2,4-triazol-3-yl)pyridin-2-yl)urea CN1N=C(C=C1C)NC(=O)NC1=NC(=CC=C1)C1=NN=CN1C(C)C